anthracene hexafluorophosphate salt F[P-](F)(F)(F)(F)F.C1=CC=CC2=CC3=CC=CC=C3C=C12